1H-PYRROLE-3-PROPANAL N1C=C(C=C1)CCC=O